C(CCCCCCCCCCCCCCCCC)(=O)OCCOC(CCCCCCCCCCCCCCCCC)=O Ethylenglycol distearat